[Cl-].[Cl-].[SiH3][Hf](C1(C=CC=C1)CCCC)(C1(C=CC=C1)CCCC)[SiH3] disilylbis(n-butylcyclopentadienyl)hafnium dichloride